NC1=NC=CC2=CC(=C(C=C12)C#N)C1=C(C=CC=C1C)F 1-Amino-6-(2-fluoro-6-methylphenyl)isoquinoline-7-carbonitrile